C1(CCC1)N(C=1N=CC(=NC1)C1=C(C=C(C(=C1)F)C=1C=NN(C1)C)O)[C@@H]1[C@@H]([C@H]2CC[C@@H](C1)N2)F 2-(5-{cyclobutyl[(1R,2R,3S,5S)-2-fluoro-8-azabicyclo[3.2.1]octan-3-yl]amino}pyrazin-2-yl)-4-fluoro-5-(1-methyl-1H-pyrazol-4-yl)phenol